ClC1=C(C=CC(=C1)C(F)(F)F)S(=O)(=NCC=1N=C2N(C=C(C=C2)C2=NOC(=N2)C(F)(F)F)C1)C (2-chloro-4-(trifluoromethyl)phenyl)(methyl)(((6-(5-(trifluoromethyl)-1,2,4-oxadiazol-3-yl)imidazo[1,2-a]pyridin-2-yl)methyl)imino)-λ6-sulfanone